4-methylphthalic acid monosodium salt [Na+].CC=1C=C(C(C(=O)[O-])=CC1)C(=O)O